OCCC1C=CC(O)=C(O)C=1 3,4-dihydroxyphenylethanol